C(C1=CC=CC=C1)NC1=NC=2CCCCC2C(N1)=O 2-(benzylamino)-5,6,7,8-tetrahydro-3H-quinazolin-4-one